FC1(OC2=C(O1)C=CC(=C2)C2=CC1=C(NC(C3N(C1=O)CCN(C3)C(COC3=CC=CC=C3)=O)=O)C=C2)F 8-(2,2-difluorobenzo[d][1,3]dioxol-5-yl)-2-(2-phenoxyacetyl)-1,3,4,12a-tetrahydrobenzo[e]pyrazino[1,2-a][1,4]diazepine-6,12(2H,11H)-dione